FC=1C(=NC=C2C3=C(C=NC12)N(C(C1N3CC(NC1)CC#N)=O)C)C1=C(C=CC=C1O)F 2-(4-fluoro-3-(2-fluoro-6-hydroxyphenyl)-7-methyl-8-oxo-8,8a,9,10,11,12-hexahydro-7H-pyrazino[1',2':4,5]pyrazino[2,3-c][1,6]naphthyridin-11-yl)acetonitrile